CC1=CC=C(C=CC=2SC(=C(N2)C2=CC=C(C=C2)F)Br)C=C1 2-(4-methylstyryl)-5-bromo-4-(4-fluorophenyl)thiazole